NC/C=C/C1=CC=CC=2N(C(N(C21)C)=O)C2C(NC(CC2)=O)=O (E)-3-(4-(3-aminoprop-1-en-1-yl)-3-methyl-2-oxo-2,3-dihydro-1H-benzo[d]imidazol-1-yl)piperidine-2,6-dione